(R)-4-(octan-2-yl) 1-((3-oxo-2,3-dihydroisoxazol-5-yl)methyl) 2-methylenesuccinate C=C(C(=O)OCC1=CC(NO1)=O)CC(=O)O[C@H](C)CCCCCC